C(C1=CC=CC=C1)NC1CC1 N-benzyl-cyclopropylamine